(S)-N-(1-oxo-1-(4-(3-(trifluoromethoxy)phenyl-4-d)piperazin-1-yl-2,2,3,3,5,5,6,6-d8)propan-2-yl)acetamide-2,2,2-d3 O=C([C@H](C)NC(C([2H])([2H])[2H])=O)N1C(C(N(C(C1([2H])[2H])([2H])[2H])C1=CC(=C(C=C1)[2H])OC(F)(F)F)([2H])[2H])([2H])[2H]